OC(=O)C1=C(C=CC=C1)[S+](C1=CC=CC=C1)C1=C(C=CC=C1)C(=O)O bis(hydroxycarbonylphenyl)phenylsulfonium